CC=1NN2C(SC1\N=N\C1=CC=CC=C1)=NN=C2CN2C(C1=CC=CC=C1C=N2)=O 2-({6-Methyl-7-[(E)-phenyldiazenyl]-5H-[1,2,4]triazolo[3,4-b][1,3,4]thiadiazin-3-yl}methyl)phthalazin-1(2H)-one